C(C)OC(=O)C1CC2=C(C=C(C(=C2C1)F)OCC1=NN(C=C1)C(=O)OC(C)(C)C)F tert-Butyl 3-[(2-ethoxycarbonyl-4,7-difluoro-2,3-dihydro-1H-inden-5-yl)oxymethyl]pyrazole-1-carboxylate